BrC1CS(C1)(=O)=O 3-bromothietane-1,1-dioxide